CC1(C(C(=C[C@@]2(CCN(C2)C(=O)C=2N=C(OC2C(F)(F)F)C)C1)C#N)=O)C (5S)-9,9-dimethyl-2-[2-methyl-5-(trifluoromethyl)-1,3-oxazole-4-carbonyl]-8-oxo-2-azaspiro[4.5]dec-6-ene-7-carbonitrile